Cl.COCCN1N=C(C=C1)NC(=O)C1CNC1 N-[1-(2-methoxyethyl)-1H-pyrazol-3-yl]azetidine-3-carboxamide hydrochloride